2-[[2-(4-methoxy-3-pyridyl)acetyl]amino]-4-[2-phenoxyethyl-[4-(5,6,7,8-tetrahydro-1,8-naphthyridin-2-yl)butyl]amino]butanoic acid COC1=C(C=NC=C1)CC(=O)NC(C(=O)O)CCN(CCCCC1=NC=2NCCCC2C=C1)CCOC1=CC=CC=C1